CN1N=C(C=2C1=NN=C(C2)C=2C(NC(NC2)=O)=O)OC(C)C2=NC=CC=C2 5-[1-methyl-3-[1-(2-pyridyl)ethoxy]pyrazolo[3,4-c]pyridazin-5-yl]-1H-pyrimidine-2,4-dione